benzyl-piperidin-4-ol C(C1=CC=CC=C1)N1CCC(CC1)O